C(C)(C)N(C(C)C)CC N,N-diisopropylethyl-amine